OCCC (S)-1-hydroxypropan